C(C)C=1C(=NC=CN1)C(=O)O 3-ethylpyrazine-2-carboxylic Acid